(S)-3-(3-(3-(3-(17-azido-3-oxo-6,9,12,15-tetraoxa-2-azaheptadecyl)-5,6,7,8-tetrahydro-1,8-naphthyridin-2-yl)propyl)-2-oxoimidazolidin-1-yl)-3-(3-fluoro-4-methoxyphenyl)propionic acid N(=[N+]=[N-])CCOCCOCCOCCOCCC(NCC=1C(=NC=2NCCCC2C1)CCCN1C(N(CC1)[C@@H](CC(=O)O)C1=CC(=C(C=C1)OC)F)=O)=O